CC=1C(=NC=C(C1)NC(C(=O)N1[C@@H](CCC[C@@H]1C1=CC=CC=C1)C)=O)NC(OC(C)(C)C)=O tert-butyl N-[3-methyl-5-[[2-[(2R,6R)-2-methyl-6-phenyl-1-piperidyl]-2-oxo-acetyl]amino]-2-pyridyl]carbamate